((3-chloro-5-fluoropyridin-2-yl)methyl)-4-(5-(2-cyclopropyl-5-fluoropyridin-4-yl)-1H-pyrazole-3-carbonyl)-4-azaspiro[2.5]octane-7-carboxamide ClC=1C(=NC=C(C1)F)CC1CC12N(CCC(C2)C(=O)N)C(=O)C2=NNC(=C2)C2=CC(=NC=C2F)C2CC2